tert-butyl (1-(5-bromo-3,6-dimethoxypyridin-2-yl)propan-2-yl)carbamate BrC=1C=C(C(=NC1OC)CC(C)NC(OC(C)(C)C)=O)OC